5-(4-(6-chloro-3-(3-(4-chloro-3,5-dimethylphenoxy)propyl)-1-(pyridin-3-ylmethyl)-7-(1,3,5-trimethyl-1H-pyrazol-4-yl)-1H-indole-2-carbonyl)piperazin-1-yl)nicotinic Acid ClC1=CC=C2C(=C(N(C2=C1C=1C(=NN(C1C)C)C)CC=1C=NC=CC1)C(=O)N1CCN(CC1)C=1C=NC=C(C(=O)O)C1)CCCOC1=CC(=C(C(=C1)C)Cl)C